tert-Butyl 3-(2-((12-methoxy-12-oxododecyl)(tetradecyl)amino)ethyl)pyrrolidine-1-carboxylate COC(CCCCCCCCCCCN(CCC1CN(CC1)C(=O)OC(C)(C)C)CCCCCCCCCCCCCC)=O